potassium hydroxybutanesulfonate OC(CCC)S(=O)(=O)[O-].[K+]